1-ethyl-5-(3-isopropyl-5-(1-(oxetan-3-yl)piperidin-4-yl)-1H-indol-2-yl)-3-methylpyridin-2(1H)-one C(C)N1C(C(=CC(=C1)C=1NC2=CC=C(C=C2C1C(C)C)C1CCN(CC1)C1COC1)C)=O